2-AMINO-4-METHOXY-6-PYRROLIDIN-1-YLPYRIMIDINE-5-CARBALDEHYDE NC1=NC(=C(C(=N1)OC)C=O)N1CCCC1